bismuth-tin-iron [Fe].[Sn].[Bi]